1-(5-((4-(7-fluoro-3-oxo-2,3-dihydro-4H-benzo[b][1,4]oxazin-4-yl)piperidin-1-yl)methyl)-1-oxoisoindolin-2-yl)dihydropyrimidine-2,4(1H,3H)-dione FC=1C=CC2=C(OCC(N2C2CCN(CC2)CC=2C=C3CN(C(C3=CC2)=O)N2C(NC(CC2)=O)=O)=O)C1